(S,6S)-6-fluoro-N'-((1,2,3,5,6,7-hexahydro-s-indacen-4-yl)carbamoyl)-6-methyl-6,7-dihydro-5H-pyrazolo[5,1-b][1,3]oxazine-3-sulfonimidamide F[C@]1(CN2C(OC1)=C(C=N2)[S@](=O)(N)=NC(NC2=C1CCCC1=CC=1CCCC21)=O)C